cis-N-(4-chloro-3-(2H-1,2,3-triazol-2-yl)phenyl)-3-methyl-1-(5-methyl-1,3,4-oxadiazol-2-yl)-6-azabicyclo[3.1.1]heptane-6-carboxamide ClC1=C(C=C(C=C1)NC(=O)N1C2CC(CC1(C2)C=2OC(=NN2)C)C)N2N=CC=N2